FC=1C=C(C(=O)NC23CCC(CC2)(C3)O)C=CC1C1=NC=C(C3=C1C=CN3)F 3-fluoro-4-(7-fluoro-1H-pyrrolo[3,2-c]pyridin-4-yl)-N-(4-hydroxybicyclo[2.2.1]heptan-1-yl)benzamide